1-Dodecyl-pyridinium chloride [Cl-].C(CCCCCCCCCCC)[N+]1=CC=CC=C1